4-(4,4-dimethylcyclohexyl)-N-(4-((methylamino)methyl)cyclohexyl)aniline CC1(CCC(CC1)C1=CC=C(NC2CCC(CC2)CNC)C=C1)C